C(CCCCC)C1(OCC(O1)COC(=O)NCC(CS(=O)(=O)[O-])O)CCCCCC.[Na+] Sodium 3-((((2,2-dihexyl-1,3-dioxolan-4-yl)methoxy)carbonyl)amino)-2-hydroxypropane-1-sulfonate